7-[5-Methyl-1-(4-piperidyl)triazol-4-yl]-5-[1-(5-methylpyridazin-3-yl)ethoxy]imidazo[1,2-a]pyridine-3-carbonitrile CC1=C(N=NN1C1CCNCC1)C1=CC=2N(C(=C1)OC(C)C=1N=NC=C(C1)C)C(=CN2)C#N